(3R)-4-[5,6-dichloro-2-[5-(trifluoromethyl)-1H-pyrazol-4-yl]Pyrimidin-4-yl]3-methyl-morpholine ClC=1C(=NC(=NC1Cl)C=1C=NNC1C(F)(F)F)N1[C@@H](COCC1)C